The molecule is an iridium coordination entity consisting of six amino groups bound to a central iridium atom. It is a trivalent inorganic cation and an iridium coordination entity. N.N.N.N.N.N.[Ir+3]